(S)-2-Fluoro-4-(3-(methyl((1-methylazetidin-3-yl)methyl)amino)-3-(3-(trifluoro-methyl)phenethyl)piperidin-1-yl)-N-(pyrimidin-4-yl)benzenesulfonamide FC1=C(C=CC(=C1)N1C[C@@](CCC1)(CCC1=CC(=CC=C1)C(F)(F)F)N(CC1CN(C1)C)C)S(=O)(=O)NC1=NC=NC=C1